dimethyl-di(t-butyl-peroxy)hexane CC(C(OOC(C)(C)C)(OOC(C)(C)C)C)CCCC